C(C1=CC=CC=C1)OC=1C=C(C=CC1)C1=CC=C(S1)CC1(NC(=NC=C1)NCC(C)C)N 4-((5-(3-benzyloxyphenyl)-2-thienyl)methyl)-N2-isobutyl-2,4-pyrimidinediamine